2-((2-chloro-5-methylpyrimidin-4-yl)amino)-N-methyl-benzamide ClC1=NC=C(C(=N1)NC1=C(C(=O)NC)C=CC=C1)C